N1C=C(C2=CC=CC=C12)C1=C2C=C(N=CC2=CC=C1C#N)N[C@@H]1CNCCC1 (S)-5-(1H-indol-3-yl)-3-(piperidin-3-ylamino)isoquinoline-6-carbonitrile